2-[ETHYL(METHYL)AMINO]ACETALDEHYDE C(C)N(CC=O)C